FC1=C2C=CNC2=CC(=C1OC=1C=CC(=C(C1)C=1SC=C(N1)C1(CC(C1)(F)F)C=1C=C(C=CC1)CCC(=O)O)F)F 3-(3-(1-(2-(5-((4,6-difluoro-1H-indol-5-yl)oxy)-2-fluorophenyl)thiazol-4-yl)-3,3-difluorocyclobutyl)phenyl)propanoic acid